1-(4-fluorophenyl)-5-((4-hydroxy-1-(4-(5-methyl-5,6-dihydropyrrolo[3,4-c]pyrazol-1(4H)-yl)benzoyl)piperidin-4-yl)methyl)-1H-pyrazolo[3,4-d]pyrimidin-4(5H)-one FC1=CC=C(C=C1)N1N=CC2=C1N=CN(C2=O)CC2(CCN(CC2)C(C2=CC=C(C=C2)N2N=CC1=C2CN(C1)C)=O)O